N=S1(CCN(CC1)C1=CC=C(C=N1)C=1C=2N(C=C(N1)C=1C=NN(C1)C)N=CC2C#N)=O 4-(6-(1-imino-1-oxothiomorpholinyl)pyridin-3-yl)-6-(1-methyl-1H-pyrazole-4-yl)pyrazolo[1,5-a]pyrazine-3-carbonitrile